N-[4-(dimethylcarbamoyl)-1-[3-pyrimidin-5-yl-1-(2-trimethylsilylethoxymethyl)pyrrolo[2,3-b]pyridin-4-yl]-4-piperidinyl]carbamic acid tert-butyl ester C(C)(C)(C)OC(NC1(CCN(CC1)C1=C2C(=NC=C1)N(C=C2C=2C=NC=NC2)COCC[Si](C)(C)C)C(N(C)C)=O)=O